methyl 4-(4-carbamoylphenyl)piperazine-1-carboxylate C(N)(=O)C1=CC=C(C=C1)N1CCN(CC1)C(=O)OC